4-(6-(4,4-difluoropiperidine-1-carbonyl)-2-(3-hydroxy-3-methylbut-1-yn-1-yl)-3H-imidazo[4,5-b]pyridin-3-yl)benzonitrile FC1(CCN(CC1)C(=O)C=1C=C2C(=NC1)N(C(=N2)C#CC(C)(C)O)C2=CC=C(C#N)C=C2)F